(R)-N-methyl-N-(2,2,2-trifluoro-1-(4-(trifluoromethyl)phenyl)ethyl)imidazo[1,2-a]pyrimidine-3-sulfonamide CN(S(=O)(=O)C1=CN=C2N1C=CC=N2)[C@@H](C(F)(F)F)C2=CC=C(C=C2)C(F)(F)F